CO[Si](CCC12CCC(C=C1)C2)(OC)OC 2-(trimethoxysilyl)ethyl-5-norbornene